C(C)OC(C1=CN=C(C(=C1N)Br)OC1=C(C(=CC=C1)C)C)=O 4-amino-5-bromo-6-(2,3-dimethylphenoxy)nicotinic acid ethyl ester